1-(4-(4-amino-1-cyclopropyl-1H-pyrazolo[3,4-d]pyrimidin-3-yl)-2-fluorophenyl)-3-(3-(2-fluoropropan-2-yl)isoxazol-5-yl)urea NC1=C2C(=NC=N1)N(N=C2C2=CC(=C(C=C2)NC(=O)NC2=CC(=NO2)C(C)(C)F)F)C2CC2